(3,4-epoxycyclohexyl)butyl-tributoxysilane 2-ethylhexyl-3-((4-methyl-3-oxo-3,4-dihydro-2H-benzo[b][1,4]oxazin-8-yl)thio)propanoate C(C)C(COC(CCSC1=CC=CC2=C1OCC(N2C)=O)=O)CCCC.C2(CC1C(CC2)O1)CCCC[Si](OCCCC)(OCCCC)OCCCC